tert-butyl 3-(6-chloro-3-(methylcarbamoyl)pyridazin-4-ylamino)cyclobutylcarbamate ClC1=CC(=C(N=N1)C(NC)=O)NC1CC(C1)NC(OC(C)(C)C)=O